1-[3-chloro-4-(cyclopropylmethoxy)-2-fluoro-phenyl]ethanone ClC=1C(=C(C=CC1OCC1CC1)C(C)=O)F